2-methoxyethyl chloromethyl carbonate C(OCCOC)(OCCl)=O